BENZOIC ACID C(C1=CC=CC=C1)(=O)O